C(CCNC(=O)CI)C[C@@H](C(=O)O)N (2S)-(+)-amino-6-iodoacetamidohexanoic acid